Methyl (S)-2-((2S,3R)-2-(((benzyloxy)carbonyl)amino)-3-(tert-butoxy)butanamido)-3-cyclohexylpropanoate C(C1=CC=CC=C1)OC(=O)N[C@H](C(=O)N[C@H](C(=O)OC)CC1CCCCC1)[C@@H](C)OC(C)(C)C